2,3-dicyanopyrazinoanthracene C(#N)C1=NC2=C(C=CC=3C=C4C=CC=CC4=CC23)N=C1C#N